OC=1C=CC2=C(C=C(O2)C2=CC=C(C=C2)O)C1 5-HYDROXY-2-(4-HYDROXYPHENYL)-1-BENZOFURAN